1-methoxy-4-[(3-methylbut-3-en-1-yl)oxy]benzene COC1=CC=C(C=C1)OCCC(=C)C